ClC1=CC2=C(C=N1)C1(CN2C2=NC(=NC(=C2)C(C)(C)F)C(C)(F)F)CC1 6'-Chloro-1'-(2-(1,1-difluoroethyl)-6-(2-fluoroprop-2-yl)pyrimidin-4-yl)-1',2'-dihydrospiro[cyclopropane-1,3'-pyrrolo[3,2-c]pyridine]